FC1=C(C#N)C=CC(=C1)C1=NC=2C(=NC=CC2N2CC3C(CC2)CCN3)N1C1=C(C=C(C=C1)N1C[C@H](CC1)OC)F 2-fluoro-4-(3-(2-fluoro-4-((S)-3-methoxypyrrolidine-1-yl)phenyl)-7-(octahydro-6H-pyrrolo[2,3-c]pyridine-6-yl)-3H-imidazo[4,5-b]pyridine-2-yl)benzonitrile